(4-hydroxyethyl-1-piperazinylmethyl)-3-acetylcoumarin oxime OCCN1CCN(CC1)CC1=C(C(OC2=CC=CC=C12)=NO)C(C)=O